2,2'-diphenoxy-4,4',5,5'-biphenyltetracarboxylic acid O(C1=CC=CC=C1)C1=C(C=C(C(=C1)C(=O)O)C(=O)O)C1=C(C=C(C(=C1)C(=O)O)C(=O)O)OC1=CC=CC=C1